(2-(6-((2S,6R)-2,6-dimethylmorpholino)pyridin-2-yl)-1,6-naphthyridin-7-yl)methylamine C[C@@H]1O[C@@H](CN(C1)C1=CC=CC(=N1)C1=NC2=CC(=NC=C2C=C1)CN)C